C(C1=CC=CC=C1)OC1CC(C1)N1N=C2C(C=NC(=C2)Cl)=C1 2-(3-(benzyloxy)cyclobutyl)-6-chloro-2H-pyrazolo[4,3-c]pyridine